4-(4-(3,4-dichlorophenyl)-3-methylpiperazine-1-carbonyl)quinolin-2(1H)-one ClC=1C=C(C=CC1Cl)N1C(CN(CC1)C(=O)C1=CC(NC2=CC=CC=C12)=O)C